(R)-2-aminobutyrate N[C@@H](C(=O)[O-])CC